ClC=1C=C2C=NN(C2=CC1N1CC2COCC(C1)N2C)C=2C=NN(C2)C2CC2 7-[5-chloro-1-(1-cyclopropyl-1H-pyrazol-4-yl)-1H-indazol-6-yl]-9-methyl-3-oxa-7,9-diazabicyclo[3.3.1]nonane